1-(1-(4-fluorophenyl)-6-methyl-1H-indazol-5-yl)-N-(5-fluoropyridin-2-yl)-3-((2-methyl-2H-1,2,3-triazol-4-yl)sulfonyl)-3-azabicyclo[3.1.0]hexane-6-carboxamide FC1=CC=C(C=C1)N1N=CC2=CC(=C(C=C12)C)C12CN(CC2C1C(=O)NC1=NC=C(C=C1)F)S(=O)(=O)C1=NN(N=C1)C